2-{2-[(1H-1,3-Benzodiazol-2-ylmethyl)amino]ethyl}-N-{[2-(morpholin-4-yl)phenyl]methyl}-1,3-thiazole-4-carboxamide N1C(=NC2=C1C=CC=C2)CNCCC=2SC=C(N2)C(=O)NCC2=C(C=CC=C2)N2CCOCC2